BrC1=CC=C(C=C1)[C@@H](C(OCC)OCC)N (S)-1-(4-bromophenyl)-2,2-diethoxyethan-1-amine